3-chloro-4-nitro-1-(tetrahydro-2H-pyran-4-yl)-1H-pyrazole ClC1=NN(C=C1[N+](=O)[O-])C1CCOCC1